6-chloro-1-(4-fluoro-2-methylphenyl)-3-(2-methyl-6-oxo-1,6-dihydropyridin-3-yl)-2,3-dihydro-pyrido[3,4-d]pyrimidin-4(1H)-one ClC1=CC2=C(N(CN(C2=O)C2=C(NC(C=C2)=O)C)C2=C(C=C(C=C2)F)C)C=N1